COC=1C=C(C=C(C1)C=1C=NN(C1)C)[C@@H](C)N (1R)-1-[3-methoxy-5-(1-methylpyrazol-4-yl)phenyl]ethanamine